S'-(1,4-dithiane-2,5-diyl) bis(prop-2-enethioate) C(C=C)(OC1SCC(SC1)OC(C=C)=S)=S